N=1C=NN2C1C=CC(=C2)C2=CC(=NN2C2=NC(=CC=C2)C)CC(=O)NC2=CC(=CC=C2)OC(F)(F)F 5-([1,2,4]triazolo[1,5-a]pyridin-6-yl)-1-(6-methylpyridin-2-yl)-N-(3-(trifluoromethoxy)phenyl)-1H-pyrazole-3-carboxyamide